N-[4-(2-Diethylamino-ethyl)-phenyl]-6-methyl-5-(4-pyridin-3-yl-pyrimidin-2-ylamino)-nicotinamide C(C)N(CCC1=CC=C(C=C1)NC(C1=CN=C(C(=C1)NC1=NC=CC(=N1)C=1C=NC=CC1)C)=O)CC